CC1=CC(=NC=C1)N 4-methyl-2-Aminopyridine